NC1CC(C1)C=1NC(C2=C(N1)CCSC2)=O 2-((1r,3r)-3-aminocyclobutyl)-3,5,7,8-tetrahydro-4H-thiopyrano[4,3-d]pyrimidin-4-one